Potassium 1-(6-bromo-2-(1H-tetrazol-5-yl)pyridin-3-yl)pentan-1-ol salt BrC1=CC=C(C(=N1)C1=NN=NN1)C(CCCC)O.[K]